C(C=C)(=O)N1CN(CN(C1)C(C=C)=O)C(C=C)=O 1,3,5-triacryloyl-1,3,5-triazinane